ClC1=NC2=CC=CC=C2C(=C1N)NCC1=CC(=CC=C1)CN1CCCC1 2-Chloro-N4-(3-(pyrrolidin-1-ylmethyl)benzyl)quinoline-3,4-diamine